Methacryloxymethyltrimethoxysilan C(C(=C)C)(=O)OC[Si](OC)(OC)OC